FC(OC1=CC=C(C=C1)S(=O)(=O)N1CCOCC1)(F)F 4-[4-(trifluoromethoxy)phenyl]sulfonylmorpholin